CC1=C(C(=C(C(=C1O)C(=O)C)O)CC2=C(C(=C3C(=C2O)C=CC(O3)(C)C)C(=O)/C=C/C4=CC=CC=C4)O)O The molecule is a chromenol that is 2,2-dimethyl-2H-chromene substituted by hydroxy groups at positions 5 and 7, a 3-acetyl-2,4,6-trihydroxy-5-methylbenzyl group at position 6 and a (1E)-3-oxo-1-phenylprop-1-en-3-yl group at position 8. A potassium channel opener, it is isolated from Mallotus philippensis. It has a role as an antineoplastic agent, an apoptosis inducer, a metabolite, a K-ATP channel agonist, an antihypertensive agent and an anti-allergic agent. It is an enone, a chromenol, a benzenetriol, a methyl ketone and an aromatic ketone.